CC1C2CC=CCC2C(CC1)C 5,8-dimethyl-1,4,4a,5,6,7,8,8a-octahydronaphthalene